4'-(4-Methoxybenzyl)-5'-methyl-4',5'-dihydro-3'H-spiro[cyclopropane-1,2'-pyrido[2,3-f][1,4]oxazepin]-7'-ol COC1=CC=C(CN2CC3(OC4=C(C2C)N=C(C=C4)O)CC3)C=C1